tert-Butyl N-[[2-(2-chloro-2-oxo-ethyl)phenyl]methyl]-N-methyl-carbamate ClC(CC1=C(C=CC=C1)CN(C(OC(C)(C)C)=O)C)=O